4-bromo-N,N-diphenylaminoaniline BrC1=CC=C(N(NC2=CC=CC=C2)NC2=CC=CC=C2)C=C1